NN1C(N(N=CC1=O)C1=CC(=C(C(=C1)Cl)OC1=CNC(C(=C1)C(C)C1CC1)=O)Cl)=O amino-2-(3,5-dichloro-4-((5-(1-cyclopropylethyl)-6-oxo-1,6-dihydropyridin-3-yl)oxy)phenyl)-1,2,4-triazine-3,5(2H,4H)-dione